FC1=CC(=C(C=C1[N+](=O)[O-])NC1=NC=CC(=N1)NC=1C=C(C=CC1OC)NC(C)=O)OC N-(3-((2-((4-fluoro-2-methoxy-5-nitrophenyl)amino)pyrimidin-4-yl)amino)-4-methoxyphenyl)acetamide